1-(3-chloro-4-((3,4-difluorobenzyl)oxy)-2-fluorophenyl)pyrrolidin-3-ol ClC=1C(=C(C=CC1OCC1=CC(=C(C=C1)F)F)N1CC(CC1)O)F